N-(6-(4-chlorophenyl)thiazolo[4,5-b]pyrazin-2-yl)-6-cyano-4-(2-ethynylphenyl)pyridine-3-carboxamide ClC1=CC=C(C=C1)C=1N=C2C(=NC1)N=C(S2)NC(=O)C=2C=NC(=CC2C2=C(C=CC=C2)C#C)C#N